N-([1,1'-biphenyl]-4-yl)-1-phenylnaphthalen-2-amine C1(=CC=C(C=C1)NC1=C(C2=CC=CC=C2C=C1)C1=CC=CC=C1)C1=CC=CC=C1